CCCCCCCCCCCCCCCCCCCC(=O)O[C@H](COC(=O)CC/C=C\C/C=C\C/C=C\C/C=C\C/C=C\C/C=C\CC)COP(=O)([O-])OCC[N+](C)(C)C 1-(4Z,7Z,10Z,13Z,16Z,19Z-docosahexaenoyl)-2-eicosanoyl-glycero-3-phosphocholine